8-((((4-(trifluoromethyl)benzyl)oxy)carbonyl)amino)chromane-2-carboxylic acid FC(C1=CC=C(COC(=O)NC=2C=CC=C3CCC(OC23)C(=O)O)C=C1)(F)F